C1=CC=C2C=3C(CC4N(C13)CCN(C4)CCCOC4=CC=C1C=CC(NC1=C4)=O)=CS2 7-(3-(6a,7,9,10-tetrahydropyrazino[1,2-a]thieno[4,3,2-de]quinolin-8(6H)-yl)propoxy)quinolin-2(1H)-one